Phthalic acid, butyl undecyl ester C(C=1C(C(=O)OCCCCCCCCCCC)=CC=CC1)(=O)OCCCC